FC1=C(C=C(C=C1)C=1C=CC=2N(N1)C(=CN2)C2=C(C#N)C=CC=C2)O[C@H](CN2N=NN=C2)C 2-[6-(4-fluoro-3-{[(2S)-1-(1H-tetrazol-1-yl)propan-2-yl]oxy}phenyl)imidazo[1,2-b]pyridazin-3-yl]benzonitrile